OCC(C(C)=O)CCCC 3-hydroxymethylheptane-2-one